octa-1,3,5-triene-2-carbaldehyde C=C(C=CC=CCC)C=O